methyl 5-{[(2R,3S)-1-[(7-ethyl-6-oxo-5H-1,5-naphthyridin-3-yl)methyl]-2-methylazetidin-3-yl]oxy}pyridine-2-carboxylate C(C)C=1C(NC=2C=C(C=NC2C1)CN1[C@@H]([C@H](C1)OC=1C=CC(=NC1)C(=O)OC)C)=O